NC(C/C=C/C(=O)N([C@@H](CC1=CC2=CC=CC=C2C=C1)C(=O)N([C@H](CC1=CC=CC=C1)C(=O)NC)C)C)(C)C N-[(2E)-5-amino-5-methylhex-enoyl]-N-methyl-3-(2-naphthyl)alanyl-N,Nα-dimethyl-D-phenylalaninamide